C12(CC3CC(CC(C1)C3)C2)OCC=2SC=C(N2)CSC2=C3CN(C(C3=CC=C2)=O)C2C(NC(CC2)=O)=O 3-(4-(((2-((adamantan-1-yloxy)methyl)thiazol-4-yl)methyl)thio)-1-oxoisoindolin-2-yl)piperidine-2,6-dione